COC1=C(C=C(C=C1)OC1=NC=C(C=C1)C(F)(F)F)NC(=O)[C@@H]1N(C(OC1)=O)C (R)-N-(2-Methoxy-5-((5-(trifluoromethyl)pyridin-2-yl)oxy)phenyl)-3-methyl-2-oxooxazolidine-4-carboxamide